[Cl-].[Cl-].[Cl-].C(C)(C)(C)[Ti+3]C1C=CC=C1 tert-butyl-cyclopentadienyl-titanium trichloride